2-[[1-[3-(2,2-difluoroethoxy)phenyl]-5-isobutyl-pyrazol-3-yl]amino]-5-(thiophen-2-yl)nicotinic acid FC(COC=1C=C(C=CC1)N1N=C(C=C1CC(C)C)NC1=C(C(=O)O)C=C(C=N1)C=1SC=CC1)F